C(C)OC(C(CN(C1CC1)C1=NC(=NC=C1[N+](=O)[O-])Cl)(F)F)=O 3-((2-chloro-5-nitropyrimidin-4-yl)(cyclopropyl)amino)-2,2-difluoropropionic acid ethyl ester